ClC1=CC=C2C=CNC2=C1 6-chloro-1H-indol